FC1=C(/C=C/C(=O)O)C=CC(=C1)F trans-2,4-difluorocinnamic acid